[S+4].S(=O)([O-])F.S(=O)([O-])F.S(=O)([O-])F.S(=O)([O-])F tetrafluorosulfite Sulfur